5-(4-ACETYLPHENOXYMETHYL)FURAN-3-CARBOXYLIC ACID C(C)(=O)C1=CC=C(OCC2=CC(=CO2)C(=O)O)C=C1